NC(C1=CC=CC=C1)O.[Fe] iron aminobenzyl alcohol